(S)-6-((1-Acryloyl-3-(2,3-dichloro-6-fluorophenyl)pyrrolidin-3-yl)amino)-3-(methyl-d3)quinazolin-4(3H)-one C(C=C)(=O)N1C[C@](CC1)(C1=C(C(=CC=C1F)Cl)Cl)NC=1C=C2C(N(C=NC2=CC1)C([2H])([2H])[2H])=O